C(C)(=O)OOC(C)(C)C1=CC=CC=C1 cumyl peracetate